8-amino-[1-octanol] NCCCCCCCCO